FC1=C(C=CC(=C1F)C)C=1N=NN(C1)[C@H]1[C@H]([C@H](O[C@@H]([C@@H]1OC)CC=1N=NN(C1)C1(COC1)C)CO)O (2R,3R,4S,5R,6R)-4-(4-(2,3-Difluoro-4-methylphenyl)-1H-1,2,3-triazol-1-yl)-2-(hydroxymethyl)-5-methoxy-6-((1-(3-methyloxetan-3-yl)-1H-1,2,3-triazol-4-yl)methyl)tetrahydro-2H-pyran-3-ol